pentanetriol tetrastearate C(CCCCCCCCCCCCCCCCC)(=O)O.C(CCCCCCCCCCCCCCCCC)(=O)O.C(CCCCCCCCCCCCCCCCC)(=O)O.C(CCCCCCCCCCCCCCCCC)(=O)O.C(CCCC)(O)(O)O